3-indolpropanic acid (indole-3-propionate) N1C=C(C2=CC=CC=C12)CCC(=O)O.N1C=C(C2=CC=CC=C12)CCC(=O)O